FC(SC1=CC=C(C=N1)C(=O)O)(F)F 6-[(trifluoromethyl)thio]pyridine-3-carboxylic acid